ClC=1C=C(C=CC1)CC(=O)NC=1C(=NC(=CC1C)N1CCOCC1)C 2-(3-Chloro-phenyl)-N-(2,4-dimethyl-6-morpholin-4-yl-pyridin-3-yl)-acetamide